C1[C@H]([C@@H]([C@@](OC1C(=O)O)(COP(=O)(O)O)O)O)O The molecule is a ketoaldonic acid phosphate consisting of (2xi)-3-deoxy-beta-D-threo-hept-6-ulopyranosonic acid carrying a single phospho substituent at position 7. It is a conjugate acid of a (2xi)-3-deoxy-7-O-phosphonato-beta-D-threo-hept-6-ulopyranosonate.